C1(CC1)C(C(F)F)NC(=O)C1=CC(=NN1)C=1C=C(C=CC1)C=1OC(=CN1)C(=O)N[C@H](C(=O)OCC)C(C)C (2S)-Ethyl 2-(2-(3-(5-((1-Cyclopropyl-2,2-Difluoroethyl)Carbamoyl)-1H-Pyrazol-3-Yl)Phenyl)Oxazole-5-Carboxamido)-3-Methylbutanoate